FC(OC1=CC2=C(N=C(N2)SCC2=NC=CC(=C2OC)OC)C=C1)F 5-(difluoromethoxy)-2-[[(3,4-dimethoxy-2-pyridinyl)methyl]thio]benzimidazole